NC1=C(C=C(C=N1)C=1C=C2N(N1)CCC21CN(CC1)C(=O)NCC12CC(C1)(C2)C(F)(F)F)C(F)(F)F 2'-[6-amino-5-(trifluoromethyl)pyridin-3-yl]-N-{[3-(trifluoromethyl)bicyclo[1.1.1]pentan-1-yl]methyl}-5',6'-dihydrospiro[pyrrolidine-3,4'-pyrrolo[1,2-b]pyrazole]-1-carboxamide